N1,N1-Dimethyl-N3-(1-methyl-1H-pyrazol-4-yl)cyclobutane-1,3-diamine CN(C1CC(C1)NC=1C=NN(C1)C)C